C(#N)\N=C(/NCC)\C1=CN=C2N1N=C(C=C2)N2[C@H](C[C@@H](C2)F)C2=CC(=CC(=C2)F)SC (Z)-N'-cyano-N-ethyl-6-[(2R,4S)-4-fluoro-2-[5-fluoro-3-(methylsulfanyl)phenyl]pyrrolidin-1-yl]imidazo[1,2-b]pyridazine-3-carboximidamid